FC(C1=CC=C(C=N1)N1CC[C@@H](N2C1=NC(=C(C2=O)F)N2[C@@H](COCC2)C)C(F)(F)F)F (R)-9-(6-Difluoromethylpyridin-3-yl)-3-fluoro-2-((R)-3-methylmorpholin-4-yl)-6-trifluoromethyl-6,7,8,9-tetrahydro-pyrimido[1,2-a]-pyrimidin-4-one